ClC1=C(C=CC=C1)C1=NC=2N(C(N(C(C2N1C1=CC=C(C=C1)Cl)=O)CC(=O)N)=O)C[C@H]1OCCOC1 2-[8-(2-chlorophenyl)-7-(4-chlorophenyl)-3-[(2R)-1,4-dioxan-2-ylmethyl]-2,6-dioxopurin-1-yl]acetamide